4-(hydroxy-methyl)-piperidin OCC1CCNCC1